[N].[Se].[Sb].[Ge] germanium antimony selenium nitrogen